(3S,6S,8S,9S,10aR)-8-ethoxy-9-methyl-6-((S)-2-(methylamino)propanamido)-5-oxo-N-((R)-1,2,3,4-tetrahydronaphthalen-1-yl)decahydropyrrolo[1,2-a]azocine-3-carboxamide C(C)O[C@@H]1[C@H](C[C@@H]2N(C([C@H](C1)NC([C@H](C)NC)=O)=O)[C@@H](CC2)C(=O)N[C@@H]2CCCC1=CC=CC=C21)C